OC=1C=C(C=CC1)N1CCC(C2=C(C(=C(C=C12)OC)OC)OC)=O 1-(3-Hydroxyphenyl)-5,6,7-trimethoxy-2,3-dihydroquinolin-4(1H)-one